N[C@H]1CN(C[C@H](C1)C(F)(F)F)C1=CC=C(C=2N=CC=NC12)C#N 8-[(3R,5S)-3-amino-5-(trifluoromethyl)piperidin-1-yl]quinoxaline-5-carbonitrile